N-(8-((2-(2,6-dioxopiperidin-3-yl)-1,3-dioxoisoindolin-5-yl)amino)octyl)acetamide O=C1NC(CCC1N1C(C2=CC=C(C=C2C1=O)NCCCCCCCCNC(C)=O)=O)=O